FC1=CC(=CC=2C3=C(C(=NC12)O[C@@H](C)[C@H]1N(CCC1)C)N=NN3C3CCN(CC3)C(\C=C\CF)=O)C 6-fluoro-1-(1-((E)-4-fluorobut-2-enoyl)piperidin-4-yl)-8-methyl-4-((S)-1-((S)-1-methylpyrrolidin-2-yl)ethoxy)-1H-[1,2,3]triazolo[4,5-c]quinolin